C(C)(C)(C)OC(=O)N1CC(C1)(C)CC#N.FC=1C=C2C(=CC=NC2=CC1)OCC(=O)NNC=1N=NC(=NN1)N1CCOCC1 ((6-fluoroquinolin-4-yl)oxy)-N'-(6-morpholinyl-1,2,4,5-tetrazin-3-yl)acethydrazide tert-butyl-3-(cyanomethyl)-3-methylazetidine-1-carboxylate